FC1(CN(CC12CN(C2)C([2H])([2H])[2H])C2=NC(=CC1=C2N=C(N=C1)NC1CCN(CC1)S(=O)(=O)C=1C=NN(C1)C)C)F 8-(8,8-difluoro-2-(methyl-d3)-2,6-diazaspiro[3.4]octan-6-yl)-6-methyl-N-(1-((1-methyl-1H-pyrazol-4-yl)sulfonyl)piperidin-4-yl)pyrido[3,4-d]pyrimidin-2-amine